BrC=1C=CC2=C(C(=CO2)COC2=C(C=CC(=C2)OC(F)(F)F)CC(=O)OCC)C1 ethyl 2-(2-((5-bromobenzofuran-3-yl)methoxy)-4-(trifluoromethoxy)phenyl)acetate